nitrogen 1-Cyclopropylbenzene-1,2-diamine C1(CC1)C1(C(C=CC=C1)N)N.[N]